CSCCC 1-(methylthio)-propane